N-[3-[(5-amino-2-chloro-benzoyl)-methyl-amino]-2,6-difluoro-phenyl]-N-methyl-carbamic acid tert-butyl ester C(C)(C)(C)OC(N(C)C1=C(C(=CC=C1F)N(C)C(C1=C(C=CC(=C1)N)Cl)=O)F)=O